7-(tert-butyl)-2-methyl-3-phenyl-8-hydropyrazolo[1,5-a]pyrimidine-5-carboxylic acid CC1=NN2C(=CC(=NC2=C1C3=CC=CC=C3)C(=O)O)C(C)(C)C